C(C)(C)C1CC=C(CC1)CC(C=O)(C)C (+)-3-(4-isopropylcyclohexen-1-yl)-2,2-dimethylpropionaldehyde